C(CCCCCCC)SC1=NC(=NC(=N1)SCCCCCCCC)NC1=CC(=C(C(=C1)C(C)(C)C)O)C(C)(C)C 2,4-bis-octylmercapto-6-(3,5-di-tert-butyl-4-hydroxyanilino)-s-triazine